CN1CC2=CC(=NN(C2C(N1)=O)C=1C(=NC=CC1)C)C(F)(F)F 2-methyl-5-(2-methylpyridin-3-yl)-7-(trifluoromethyl)-1,2-dihydro-2,3,5,6-tetraazanaphthalen-4(5H)-one